rac-1-(1-(3-Fluoropiperidin-4-yl)-1H-indol-4-yl)dihydropyrimidine FC1CNCCC1N1C=CC2=C(C=CC=C12)N1CNCC=C1